C(C=C)(=O)OCC[Si](OCC)(OCC)OCC 2-Acryloyloxyethyltriethoxysilan